tert-butyl 4-(((1S,3S)-3-((4-(7-fluoro-3-isopropyl-2-methyl-2H-indazol-5-yl)pyrimidin-2-yl)amino)cyclopentyl)carbamoyl)piperazine-1-carboxylate FC1=CC(=CC2=C(N(N=C12)C)C(C)C)C1=NC(=NC=C1)N[C@@H]1C[C@H](CC1)NC(=O)N1CCN(CC1)C(=O)OC(C)(C)C